C(=C)[Si](O[Si](C)(C)C)(C)C 1-vinyl-1,1,3,3,3-pentamethyl-disiloxane